Cl.FC1=C(C=CC(=C1F)OC)C1=CN=C2N1C=CN=C2NC2=CC(=C(C(=O)NCC1NCCC1)C=C2)CC 4-((3-(2,3-difluoro-4-methoxyphenyl)imidazo[1,2-a]pyrazin-8-yl)amino)-2-ethyl-N-(pyrrolidin-2-ylmethyl)benzamide hydrochloride